2,2-difluoromorpholine trifluoroacetate FC(C(=O)O)(F)F.FC1(CNCCO1)F